1-(3-acetylphenyl)-3-(2-(fluoro(piperidin-1-yl)methyl)-3-(2-methoxyethyl)-4-oxo-3,4-dihydroquinazolin-6-yl)urea C(C)(=O)C=1C=C(C=CC1)NC(=O)NC=1C=C2C(N(C(=NC2=CC1)C(N1CCCCC1)F)CCOC)=O